ClC=1C(=NC=C(C1)C#CC1CC1)\C(\CNC(=O)C=1C(=NN(C1)C)C(F)F)=N/OC(C)C N-[(2Z)-2-[3-chloro-5-(2-cyclopropylethynyl)-2-pyridinyl]-2-[(1-methylethoxy)imino]ethyl]-3-(difluoromethyl)-1-methyl-1H-pyrazole-4-carboxamide